thiazol-4-ylmethyl 4-(6-(2,2-difluoroethoxy)pyrazolo[1,5-a]pyridin-3-yl)piperidine-1-carboxylate FC(COC=1C=CC=2N(C1)N=CC2C2CCN(CC2)C(=O)OCC=2N=CSC2)F